1-(4-fluorophenyl)pyrrole FC1=CC=C(C=C1)N1C=CC=C1